(1-OXO-1,3-DIHYDROISOBENZOFURAN-5-YL)BORONIC ACID O=C1OCC2=CC(=CC=C12)B(O)O